ClC=1N=C(C2=C(N1)C(=C(N=C2)Cl)F)N2C[C@@H](CCC2)F (R)-2,7-dichloro-8-fluoro-4-(3-fluoropiperidin-1-yl)pyrido[4,3-d]pyrimidine